ClC1=CC=C(C=C1)N1N=C(C2=NC(=CC=C21)C(=O)N2C(C(NCC2)=O)(C)C)CC(C)C 4-(1-(4-chlorophenyl)-3-isobutyl-1H-pyrazolo[4,3-b]pyridine-5-carbonyl)-3,3-dimethylpiperazin-2-one